N1CCC(CC1)N1N=C(C=C1)OCC1=CC=C(C#N)C=C1 4-[[1-(4-piperidyl)pyrazol-3-yl]oxymethyl]benzonitrile